N-(1,1-dimethylsilocan-5-yl)-6-methyl-4-(trifluoromethyl)-1H-indole-2-carboxamide C[Si]1(CCCC(CCC1)NC(=O)C=1NC2=CC(=CC(=C2C1)C(F)(F)F)C)C